COC=1C=C2CCN(CC2=CC1NC=1N=CC2=C(N1)N(C=C2)C2=CC=CC=C2)C 6-methoxy-2-methyl-N-(7-phenyl-7H-pyrrolo[2,3-d]pyrimidin-2-yl)-1,2,3,4-tetrahydroisoquinolin-7-amine